di(butylpentyl) adipate C(CCCCC(=O)OC(CCCC)CCCC)(=O)OC(CCCC)CCCC